3-[5-[4-[benzyl(methyl)amino]-1-piperidyl]-1-oxo-isoindolin-2-yl]piperidine-2,6-dione C(C1=CC=CC=C1)N(C1CCN(CC1)C=1C=C2CN(C(C2=CC1)=O)C1C(NC(CC1)=O)=O)C